4-(5-(4-(2-(2-Aminopyridin-3-yl)-5-phenyl-3H-imidazo[4,5-b]pyridin-3-yl)benzyl)-2,5-diazabicyclo[2.2.2]octan-2-yl)-2-hydroxybenzaldehyde NC1=NC=CC=C1C1=NC=2C(=NC(=CC2)C2=CC=CC=C2)N1C1=CC=C(CN2C3CN(C(C2)CC3)C3=CC(=C(C=O)C=C3)O)C=C1